FC1(CCC(CC1)C1=NC=CC(=C1NC(=O)C=1C=NC(=NC1)OCC1(COC1)C)C1=C(C=CC(=C1)F)F)F N-(2-(4,4-difluorocyclohexyl)-4-(2,5-difluorophenyl)pyridin-3-yl)-2-((3-methyloxetan-3-yl)methoxy)pyrimidine-5-carboxamide